tert-Butyl (2S,6R)-4-(R-l-1-chloro-6-oxo-3-(pyridin-2-yl)-10-(trifluoromethyl)-3,4-dihydro-2H,6H-[1,4]thiazepino[2,3,4-ij]quinazolin-8-yl)-2,6-dimethylpiperazine-1-carboxylate ClS1C[C@H](CN2C(N=C(C3=CC(=CC1=C23)C(F)(F)F)N2C[C@@H](N([C@@H](C2)C)C(=O)OC(C)(C)C)C)=O)C2=NC=CC=C2